(1r,3r)-3-((4-cyano-3-methoxyphenoxy)-2,2,4,4-tetramethylcyclobutyl)-6-(3-(hydroxymethyl)azetidin-1-yl)pyridazine-3-carboxamide C(#N)C1=C(C=C(OC2(C(CC2(C)C)(C)C)[C@@]2(NN=C(C=C2)N2CC(C2)CO)C(=O)N)C=C1)OC